2-(2-(1-(5-amino-3,3-difluorocyclohexyl)-6-(1H-1,2,4-triazol-3-yl)-1H-benzo[d]imidazol-2-yl)phenoxy)ethan-1-ol NC1CC(CC(C1)N1C(=NC2=C1C=C(C=C2)C2=NNC=N2)C2=C(OCCO)C=CC=C2)(F)F